CC=1C(=CSC1)C1(CC1)C=O 1-(4-Methylthiophen-3-yl)cyclopropanecarbaldehyde